C(C)(C)(C)OC(=O)N1[C@@H](C[C@H](C1)F)C(=O)O (2S,4R)-1-(tert-butyloxycarbonyl)-4-fluoropyrrolidine-2-carboxylic acid